ClC1=CC(=C(C=C1)C=1C2=C(N=C(N1)[C@H]1C[C@H](O[C@H](C1)C=1C=NN(C1)C)C)N=C(C(=C2)C)C)F 4-(4-chloro-2-fluorophenyl)-6,7-dimethyl-2-((2r,4s,6r)-2-methyl-6-(1-methyl-1H-pyrazol-4-yl)tetrahydro-2H-pyran-4-yl)pyrido[2,3-d]pyrimidine